((S)-1-(((S)-4-hydroxy-3-oxo-1-((S)-2-oxopiperidin-3-yl)butan-2-yl)amino)-4,4-dimethyl-1-oxopentan-2-yl)-N2-(2-(trifluoromethoxy)phenyl)oxalamide OCC([C@H](C[C@H]1C(NCCC1)=O)NC([C@H](CC(C)(C)C)NC(C(=O)NC1=C(C=CC=C1)OC(F)(F)F)=O)=O)=O